3-(6-methyl-1H-benzo[d]imidazole-2-yl)-2H-chromen-2-imine CC=1C=CC2=C(NC(=N2)C=2C(OC3=CC=CC=C3C2)=N)C1